FC(C1(CC1)C1=CC=C(C=C1)CC(=O)N)(F)F 4-(1-trifluoromethyl-cyclopropyl)-phenyl-acetamide